methyl-2-{[2-(2-methyl-7,8-dihydro-6H-indeno[5,4-d][1,3]oxazol-8-yl)ethyl]amino}-2-oxoethyl acetate C(C)(=O)OC(C(=O)NCCC1CCC=2C=CC=3N=C(OC3C12)C)C